(1-{4-[(3R)-2,6-dioxopiperidin-3-yl]phenyl}-4-methylpiperidin-4-yl)acetaldehyde O=C1NC(CC[C@@H]1C1=CC=C(C=C1)N1CCC(CC1)(C)CC=O)=O